(R)-2-((1-(2-cyano-3-(4-(2,6-dimethylphenyl)piperazin-1-yl)-7-methylquinoxalin-5-yl)ethyl)amino)benzoic acid C(#N)C1=NC2=CC(=CC(=C2N=C1N1CCN(CC1)C1=C(C=CC=C1C)C)[C@@H](C)NC1=C(C(=O)O)C=CC=C1)C